rac-(7S)-7-tert-butyl-N-[rac-(1R)-1-[4-(2,4-dioxo-1H-pyrimidin-6-yl)phenyl]-3-(4-hydroxy-1-piperidyl)propyl]-5,6,7,8-tetrahydrothiazolo[5,4-b]quinoline-2-carboxamide C(C)(C)(C)[C@@H]1CC=2C=C3C(=NC2CC1)SC(=N3)C(=O)N[C@H](CCN3CCC(CC3)O)C3=CC=C(C=C3)C3=CC(NC(N3)=O)=O |r|